5-((7-(phenylethynyl)-1H-indol-5-yl)oxy)-1H-1,2,3-triazole-4-carboxylic acid C1(=CC=CC=C1)C#CC=1C=C(C=C2C=CNC12)OC1=C(N=NN1)C(=O)O